C12(C(CC=C(C1(C)C)C2)C)O 4-pineneol